C1(CC1)C1=NN(C=N1)C1CC2(CN(C2)C(=O)N2CC3(C2)CC(C3)CC3=NNC(=N3)C(F)(F)F)C1 [6-(3-cyclopropyl-1,2,4-triazol-1-yl)-2-azaspiro[3.3]heptan-2-yl]-[6-[[5-(trifluoromethyl)-1H-1,2,4-triazol-3-yl]methyl]-2-azaspiro[3.3]heptan-2-yl]methanone